CC=1C(=NC=CC1)NC1=NC(=NS1)C1=CC=C(C=N1)C(=O)N1CCOCC1 (6-(5-(3-methyl-pyridin-2-ylamino)-1,2,4-thiadiazol-3-yl)pyridin-3-yl)(morpholino)methanone